(S)-7-(3-fluorophenethoxy)-3,4,11,11a-tetrahydropyrimido[6',1':2,3]imidazo[5,1-c][1,4]oxazin-9(1H)-one FC=1C=C(CCOC2=NC(N3C(N4[C@H](COCC4)C3)=C2)=O)C=CC1